1-(4-(6-chloro-7-(2-chlorophenyl)isoquinolin-1-yl)piperazin-1-yl)prop-2-en-1-one ClC=1C=C2C=CN=C(C2=CC1C1=C(C=CC=C1)Cl)N1CCN(CC1)C(C=C)=O